O1C(=CC=C1)C1=C(C(=O)OCC)C(=CC(=N1)C1=CC=CC=C1)C1=CC=CC=C1 ethyl 2-(2-furyl)-4,6-diphenylnicotinate